[2-(6-ethyl-1-phenylpyrrolo[2,3-b]pyridin-2-yl)-5-methoxy-3-methylimidazo[1,2-a]pyridin-7-yl]methanone C(C)C1=CC=C2C(=N1)N(C(=C2)C=2N=C1N(C(=CC(=C1)C=O)OC)C2C)C2=CC=CC=C2